CC1=C(C=C(N=N1)C#N)N1CCOCC1 6-methyl-5-(morpholin-4-yl)pyridazine-3-carbonitrile